(2R)-3-(((2,3-bis((3-(methylamino)propanoyl)oxy)propoxy)(hydroxy)phosphoryl)oxy)propane-1,2-diyl ditetradecanoate dihydrochloride Cl.Cl.C(CCCCCCCCCCCCC)(=O)OC[C@H](COP(=O)(O)OCC(COC(CCNC)=O)OC(CCNC)=O)OC(CCCCCCCCCCCCC)=O